2,5-dibromothiazole-4-carboxylic acid BrC=1SC(=C(N1)C(=O)O)Br